4-chloro-2-hydroxy-benzaldehyde ClC1=CC(=C(C=O)C=C1)O